di-tert-butyl-(2-iodo-4-methyl-6-nitroaniline) biscarbamate C(N)(O)=O.C(N)(O)=O.C(C)(C)(C)N(C1=C(C=C(C=C1[N+](=O)[O-])C)I)C(C)(C)C